N-Phenylacrylamid C1(=CC=CC=C1)NC(C=C)=O